2-benzylsulfanyl-3-methoxy-6-(4-methoxy-1-piperidyl)pyridine C(C1=CC=CC=C1)SC1=NC(=CC=C1OC)N1CCC(CC1)OC